phenylethyl-1H-indazole-7-carboxamide C1(=CC=CC=C1)CCN1N=CC2=CC=CC(=C12)C(=O)N